C(C)(C)(C)OC(N[C@H]1CN(CCC1)C(=O)C=1C=C(C2=C(SC(=C2CCN=[N+]=[N-])C=2N(C3=CC=CC=C3C2)CC2CC2)C1)OC)=O (R)-(1-(3-(2-azidoethyl)-2-(1-(cyclopropylmethyl)-1H-indol-2-yl)-4-methoxybenzo[b]thiophene-6-carbonyl)piperidin-3-yl)carbamic acid tert-butyl ester